ClC1=CC=C(C=C1)NS(=O)(=O)C=1C=C(C=CC1)NC(=O)C1=COC=C1 N-(3-(N-(4-chlorophenyl)sulfamoyl)phenyl)furan-3-carboxamide